2-{5,8-dioxo-2-[(2-oxopyrrolidin-1-yl)methyl]-6-(propan-2-yl)-5,6,7,8-tetrahydro-4H-pyrazolo[1,5-a]pyrrolo[3,4-d]pyrimidin-4-yl}-N-(5-fluoropyridin-2-yl)acetamide O=C1N(CC2=C1N(C=1N(C2=O)N=C(C1)CN1C(CCC1)=O)CC(=O)NC1=NC=C(C=C1)F)C(C)C